C[C@]12[C@H]3CC[C@]4(CCC[C@H]4[C@@H]3C(C=C2C[C@H](CC1)SSC1=NC=CC=C1)[C@H](C)CCCC(C)C)C 2-(((3S,8S,9S,10R,13R,14S,17R)-10,13-Dimethyl-l-7-((R)-6-methylheptan-2-yl)-2,3,4,7,8,9,10,11,12,13,14,15,16,17-tetradecahydro-1H-cyclopenta[a]phenanthren-3-yl)disulfaneyl)pyridine